CC1(CN2C(O1)=CC(=N2)C=O)C 2,2-dimethyl-2,3-dihydropyrazolo[5,1-b]oxazole-6-carbaldehyde